2-(Imidazo[1,2-b]pyridazin-2-yl)acetic Acid N=1C(=CN2N=CC=CC21)CC(=O)O